2-[5-ethylsulfonyl-6-[1-(2,2,3,3,3-pentafluoropropyl)pyrrolo[2,3-c]pyridin-5-yl]-3-pyridyl]-2-methyl-propanenitrile C(C)S(=O)(=O)C=1C=C(C=NC1C=1C=C2C(=CN1)N(C=C2)CC(C(F)(F)F)(F)F)C(C#N)(C)C